6,6'-methylenebis(2-(2H-benzo[d][1,2,3]triazole-2-yl)-4-(2-hydroxyethyl)phenol) C(C1=CC(=CC(=C1O)N1N=C2C(=N1)C=CC=C2)CCO)C2=CC(=CC(=C2O)N2N=C1C(=N2)C=CC=C1)CCO